(S)-6-(4-chlorophenyl)-N-(1-(3,4-difluorophenyl)ethyl)-2-(1-methyl-1H-pyrazol-4-yl)-3-oxo-2,3-dihydropyridazine-4-carboxamide ClC1=CC=C(C=C1)C=1C=C(C(N(N1)C=1C=NN(C1)C)=O)C(=O)N[C@@H](C)C1=CC(=C(C=C1)F)F